OC1CC(C1)CNC(OCC1=CC=C(C=C1)[N+](=O)[O-])=O 4-nitrobenzyl (((1r,3r)-3-hydroxycyclobutyl)methyl)carbamate